1-(4-(benzylamino)-5-methylpyrrolo[2,1-f][1,2,4]triazin-2-yl)-2-methyl-1H-indole-4-carbonitrile C(C1=CC=CC=C1)NC1=NC(=NN2C1=C(C=C2)C)N2C(=CC=1C(=CC=CC21)C#N)C